1-[2-cyano-4-(trifluoromethyl)phenyl]-4-[5-fluoro-6-(2-methoxyphenyl)pyridin-3-yl]-N-[(3S)-1-methylpyrrolidin-3-yl]piperidine-4-carboxamide C(#N)C1=C(C=CC(=C1)C(F)(F)F)N1CCC(CC1)(C(=O)N[C@@H]1CN(CC1)C)C=1C=NC(=C(C1)F)C1=C(C=CC=C1)OC